amino-7-fluoro-1-methyl-1H-indazol-3-yl-piperidine NC1N(CCCC1)C1=NN(C2=C(C=CC=C12)F)C